4-(4-((4'-chloro-4,4-dimethyl-3,4,5,6-tetrahydro-[1,1'-biphenyl]-2-yl)methyl)piperazin-1-yl)-2-(3,4-dihydro-2H-pyrrolo[3',2':5,6]pyrido[2,3-b][1,4]oxazepin-1(7H)-yl)benzamide ClC1=CC=C(C=C1)C1=C(CC(CC1)(C)C)CN1CCN(CC1)C1=CC(=C(C(=O)N)C=C1)N1C2=C(OCCC1)N=C1C(=C2)C=CN1